ClC=1C=NC(=C(C(=O)NC2CCC(CC2)CN2C(N(C3=C2C=CC=C3)C3=CC=C(C=C3)Cl)=O)C1)C 5-chloro-N-((1r,4r)-4-((3-(4-chlorophenyl)-2-oxo-2,3-dihydro-1H-benzo[d]imidazol-1-yl)methyl)cyclohexyl)-2-methylnicotinamide